5-(8-(1,3-dimethyl-2-oxo-2,3-dihydro-1H-benzo[d]imidazol-5-yl)isoquinolin-3-yl)-N-(3-(1-(2,6-dioxo-piperidin-3-yl)-1H-benzo[d][1,2,3]triazol-6-yl)prop-2-yn-1-yl)picolinamide CN1C(N(C2=C1C=CC(=C2)C=2C=CC=C1C=C(N=CC21)C=2C=CC(=NC2)C(=O)NCC#CC=2C=CC1=C(N(N=N1)C1C(NC(CC1)=O)=O)C2)C)=O